(1R,3S)-3-{5-[3-(1-benzofuran-4-yl)-1,2-thiazole-5-amido]-2H-pyrazol-3-yl}cyclopentyl N-isopropylcarbamate C(C)(C)NC(O[C@H]1C[C@H](CC1)C=1NN=C(C1)NC(=O)C1=CC(=NS1)C1=CC=CC2=C1C=CO2)=O